ClCC1OCCO1 2-(chloromethyl)-1,3-dioxolane